C(C)C1C(=NOC1)[C@H](C(C)C)NC(=O)C1=CC=CC=2CCCCC12 ethyl-3-((S)-2-methyl-1-(5,6,7,8-tetrahydronaphthalene-1-carboxamido)propyl)-4,5-dihydroisoxazole